1-(tert-butyl) 2-methyl (2R,3R)-3-methoxypyrrolidine-1,2-dicarboxylate CO[C@H]1[C@@H](N(CC1)C(=O)OC(C)(C)C)C(=O)OC